N-[1-(hydroxymethyl)cyclobutyl]-2-methyl-5-{[2-(trifluoromethyl)pyridin-3-yl]methoxy}-2H-indazole-3-carboxamide OCC1(CCC1)NC(=O)C=1N(N=C2C=CC(=CC12)OCC=1C(=NC=CC1)C(F)(F)F)C